C(C)(C)(C)OC(=O)N(CCN(C(OC(C)(C)C)=O)C(C(NC1=CC=C(C=C1)C=1C=NN(C1)C1OCCCC1)=O)C1=CC(=CC=C1)OC)C tert-butyl (2-((tert-butoxycarbonyl)(methyl)amino)ethyl)(1-(3-methoxyphenyl)-2-oxo-2-((4-(1-(tetrahydro-2H-pyran-2-yl)-1H-pyrazol-4-yl)phenyl)amino)ethyl)carbamate